ClC1=C(C=CC(=C1)Cl)[C@@H](C)N1N=NC2=C1N=C(N=C2C)N2CC(C2)[C@@H]2CN(CCC2)CCNS(=O)(=O)C N-(2-((R)-3-(1-(3-((R)-1-(2,4-dichlorophenyl)ethyl)-7-methyl-3H-[1,2,3]triazolo[4,5-d]pyrimidin-5-yl)azetidin-3-yl)piperidin-1-yl)ethyl)methanesulfonamide